BrC1=CC(=C(C(=C1)Cl)C(O)C1=CC=C(C=C1)OC)Cl (4-bromo-2,6-dichloro-phenyl)-(4-methoxyphenyl)methanol